(S)-4-(6-(acetoxymethyl)-5-((tert-butoxycarbonyl)amino)-2-(methylthio)pyrimidin-4-yl)-2-(cyano)piperazine C(C)(=O)OCC1=C(C(=NC(=N1)SC)N1C[C@H](NCC1)C#N)NC(=O)OC(C)(C)C